N1C(=NC2=C1C=CC=C2)CNCCC=2SC=C(N2)C(=O)NCC2=NN(C=C2)C 2-{2-[(1H-1,3-Benzodiazol-2-ylmethyl)amino]ethyl}-N-[(1-methyl-1H-pyrazol-3-yl)methyl]-1,3-thiazole-4-carboxamide